1-hydroxy-6-(trifluoromethyl)benzotriazole ON1N=NC2=C1C=C(C=C2)C(F)(F)F